2,2,2-trichloroethyl (R)-4-oxo-2-(phenylethynyl)chromane-2-carboxylate O=C1C[C@](OC2=CC=CC=C12)(C(=O)OCC(Cl)(Cl)Cl)C#CC1=CC=CC=C1